Cl.NCCC(=O)NCCC1=CC(O)=C(O)C=C1 N-beta-alanyl-dopamine hydrochloride